butyl N-[4-([4-[1-(2,6-dioxopiperidin-3-yl)-3-methyl-2-oxo-2,3-dihydro-1H-1,3-benzodiazol-5-yl]but-3-yn-1-yl]oxy)butyl]carbamate O=C1NC(CCC1N1C(N(C2=C1C=CC(=C2)C#CCCOCCCCNC(OCCCC)=O)C)=O)=O